CN1N=CC2=CC(=CC=C12)C#N methyl-1H-indazole-5-carbonitrile